Cl.C(C)N(CC(=O)C=1SC=C(C1)C=1C=NN2C1N=CC(=C2)N2CCNCC2)CC 2-(diethylamino)-1-{4-[6-(piperazin-1-yl)pyrazolo[1,5-a]pyrimidin-3-yl]thiophen-2-yl}ethan-1-one hydrochloride